3-(isoquinolin-4-yl)-2-oxo-1-(3-oxocyclohexyl)imidazolidine-4-carbonitrile C1=NC=C(C2=CC=CC=C12)N1C(N(CC1C#N)C1CC(CCC1)=O)=O